CC1=C2C(NC=N1)=NC=C2 4-methylpyrrolo[2,3-d]pyrimidine